bis(5-methoxy-1-indenyl)-zirconium dichloride [Cl-].[Cl-].COC=1C=C2C=CC(C2=CC1)[Zr+2]C1C=CC2=CC(=CC=C12)OC